CNS(=O)(=O)C1=CC(=CC=C1)NC1=NC2=CN=CC=C2C=2C1=C1N(N2)C=NC=C1 N-methyl-3-(pyrimido[1',6':1,5]pyrazolo[4,3-c][1,7]naphthyridin-6-ylamino)benzenesulfonamide